(S)-3-((1,1'-Biphenyl)-3-yl)-2-((tert-butoxycarbonyl)amino)propanoic acid C1(=CC(=CC=C1)C[C@@H](C(=O)O)NC(=O)OC(C)(C)C)C1=CC=CC=C1